[C@H]12C(=CCC(C1(C)C)C2)C (S)-α-pinene